2-ethyl-2-[(3-mercapto-1-oxopropoxy)methyl]-1,3-propanediol 3-mercaptopropionate SC(C(=O)OCC(CO)(COC(CCS)=O)CC)C